trans-4-((3-(1-Cyclopropyl-1H-pyrazol-4-yl)phenyl)((trans-4-(3-fluoro-1-methyl-1H-indazol-5-yl)-cyclohexyl)methyl)carbamoyl)-cyclohexanecarboxylic acid C1(CC1)N1N=CC(=C1)C=1C=C(C=CC1)N(C(=O)[C@@H]1CC[C@H](CC1)C(=O)O)C[C@@H]1CC[C@H](CC1)C=1C=C2C(=NN(C2=CC1)C)F